NC=1C(=NC(=C(N1)F)C1=CC(=C(C=C1)N1CCOCC1)CN1CCC1)C=1C=C2C(=CNC(C2=CC1)=O)C 6-(3-amino-6-(3-(azetidin-1-ylmethyl)-4-morpholinophenyl)-5-fluoropyrazin-2-yl)-4-methylisoquinolin-1(2H)-one